N-methyl-N-(1-methylpyrrolidin-3-yl)-2-oxo-1-[cis-4-[(3-methoxy-4-methylphenyl)carbamoyl]cyclohexyl]-2,3-dihydro-1H-1,3-benzodiazole-4-carboxamide CN(C(=O)C1=CC=CC=2N(C(NC21)=O)[C@@H]2CC[C@@H](CC2)C(NC2=CC(=C(C=C2)C)OC)=O)C2CN(CC2)C